N-[(2S,3R)-2-[([1,1'-biphenyl]-3-yl)-methyl]-4,4-difluoro-1-(2-methylpropanoyl)pyrrolidin-3-yl]ethanesulfonamide C1(=CC(=CC=C1)C[C@@H]1N(CC([C@@H]1NS(=O)(=O)CC)(F)F)C(C(C)C)=O)C1=CC=CC=C1